Br.BrC=1COC2=CC(=CC=C2C1C1=CC=C(C=C1)O[C@@H]1CN(CC1)CCCF)OC(C(C)(C)C)=O (S)-pivalic acid 3-bromo-4-(4-((1-(3-fluoropropyl) pyrrolidin-3-yl) oxy) phenyl)-2H-chromen-7-yl ester hydrobromide